2-[(1-Hydroxycyclopropyl)methylamino]acetic acid OC1(CC1)CNCC(=O)O